CC=1NC=C(N1)C(=O)OCCCN1N=C(C=2C(NCC3(CCOCC3)CC21)=O)CC 3-(3-ethyl-4-oxo-spiro[6,8-dihydro-5H-pyrazolo[4,3-c]azepine-7,4'-tetrahydropyran]-1-yl)propyl 2-methyl-1H-imidazole-4-carboxylate